BrC1=CC(=NC=C1)N1C(CCC1)=O 1-(4-Bromopyridin-2-yl)pyrrolidin-2-one